2,5-dioxopyrrolidin-1-yl-1-(2,5-dioxo-2,5-dihydro-1H-pyrrol-1-yl)-3-oxo-7,10,13,16-tetraoxa-4-azanonadecan-19-oate O=C1N(C(CC1)=O)C(CC(NCCOCCOCCOCCOCCC(=O)[O-])=O)N1C(C=CC1=O)=O